CC=1C(=NC=C(C1)C)OCC(C(=O)N[C@H]1CN(CC12CC2)C(=O)OC(C)(C)C)(C)C tert-butyl (R)-7-(3-((3,5-dimethylpyridin-2-yl)oxy)-2,2-dimethylpropanamido)-5-azaspiro[2.4]heptane-5-carboxylate